C(\C=C\C(=O)O)(=O)O.C(\C=C\C(=O)O)(=O)O.ClC=1C=CC(=C(CN2C[C@H](CC2)CN)C1)OCC (R)-(1-(5-chloro-2-ethoxybenzyl)pyrrolidin-3-yl)methanamine difumarate